1-methyl-6-trifluoromethyl-3-(2,2,7-tri-fluoro-3-oxo-4-prop-2-ynyl-3,4-dihydro-2H-benzo[1,4]oxazin-6-yl)-1H-pyrimidine-2,4-dione CN1C(N(C(C=C1C(F)(F)F)=O)C=1C(=CC2=C(N(C(C(O2)(F)F)=O)CC#C)C1)F)=O